N-[2,6-difluoro-3-[1-(oxan-2-yl)-5-(4,4,5,5-tetramethyl-1,3,2-dioxaborolan-2-yl)pyrazolo[3,4-b]pyridine-3-carbonyl]phenyl]methanesulfonamide FC1=C(C(=CC=C1C(=O)C1=NN(C2=NC=C(C=C21)B2OC(C(O2)(C)C)(C)C)C2OCCCC2)F)NS(=O)(=O)C